methyl 2-((tert-butoxycarbonyl)amino)-3-(1H-indol-7-yl)propanoate C(C)(C)(C)OC(=O)NC(C(=O)OC)CC=1C=CC=C2C=CNC12